5-(quinoxalin-6-ylmethylene)-3,5-dihydro-4H-imidazol-4-one N1=CC=NC2=CC(=CC=C12)C=C1C(NC=N1)=O